1-(4-methylbenzyl)pyrimidine-2,4(1H,3H)-dione CC1=CC=C(CN2C(NC(C=C2)=O)=O)C=C1